FC1(CN(CC12CC2)C2=NN(C1=CC=CC(=C21)F)S(=O)(=O)C2=CC=C(C=C2)C)F 3-(7,7-difluoro-5-azaspiro[2.4]heptan-5-yl)-4-fluoro-1-(p-tolylsulfonyl)indazole